N-(8-(methylamino)-5-(pyrrolidin-1-yl)-2,7-naphthyridin-3-yl)cyclopropanecarboxamide CNC=1N=CC(=C2C=C(N=CC12)NC(=O)C1CC1)N1CCCC1